D-α-methyl-tyrosine C[C@](N)(CC1=CC=C(C=C1)O)C(=O)O